1-[3-bromo-2-[[1-(4-chlorophenyl)pyrazol-3-yl]oxymethyl]phenyl]-4-methyl-tetrazol-5-one BrC=1C(=C(C=CC1)N1N=NN(C1=O)C)COC1=NN(C=C1)C1=CC=C(C=C1)Cl